CC1=CC=C(C=C1)S(=O)(=O)OCCOCCOCCOCCOCCOCCOCCCOCC1=CC=CC=C1 2-[2-[2-[2-[2-[2-(3-benzyloxypropoxy)ethoxy]ethoxy]ethoxy]ethoxy]ethoxy]ethyl 4-methylbenzenesulfonate